7-amino-6-(7-(oxetan-3-yl)-1,5,6,7,8,9-hexahydroimidazo[4',5':4,5]benzo[1,2-d]azepin-2-yl)thieno[3,2-b]pyridin-5(4H)-one NC=1C2=C(NC(C1C=1NC=3C(=CC4=C(CCN(CC4)C4COC4)C3)N1)=O)C=CS2